4,4'-(1-methylethylene)bis[2,6-bis(hydroxymethyl)phenol] CC(CC1=CC(=C(C(=C1)CO)O)CO)C1=CC(=C(C(=C1)CO)O)CO